FC1=CC=C(C=C1)[C@@H]1N[C@@H](COC1)C (3S,5R)-3-(4-fluorophenyl)-5-methylmorpholine